ClC=1C=C(C=CC1F)NC(N([C@H](C(C)C)C1=CNC(C2=CC=CC=C12)=O)CC)=O (R)-3-(3-chloro-4-fluorophenyl)-1-ethyl-1-(2-methyl-1-(1-oxo-1,2-dihydroisoquinolin-4-yl)propyl)urea